ClC1=C(C=C(C=C1)N1N=C(N=C1CNC(=O)NCC1=NC=NN1C1=CC=C2C=CC=NC2=C1)CC)F 1-{[1-(4-chloro-3-fluorophenyl)-3-ethyl-1H-1,2,4-triazol-5-yl]methyl}-3-{[1-(quinolin-7-yl)-1H-1,2,4-triazol-5-yl]methyl}urea